(4S)-2-amino-4-(3-{2-[(2S)-4-(cyclopropylmethyl)-2-methyl-1,4-diazacycloheptan-1-yl]pyrimidin-4-yl}-1,2,4-oxadiazol-5-yl)-4-methyl-4,5,6,7-tetrahydro-1-benzothiophene-3-carbonitrile NC=1SC2=C(C1C#N)[C@@](CCC2)(C)C2=NC(=NO2)C2=NC(=NC=C2)N2[C@H](CN(CCC2)CC2CC2)C